S-dodecylthio ethyl phosphate P(=O)(OSCCCCCCCCCCCC)(OCC)[O-]